ClC1=CC=C(C=C1)N1N(CCC1)CC1=C(C=CC=C1)[N+](=O)[O-] 1-(4-chlorophenyl)-2-[(2-nitrophenyl)methyl]tetrahydro-1H-pyrazol